O=C(CNC(CC1=NNC(C(=C1)C(F)(F)F)=O)=O)N1CCN(CC1)C1=NC=C(C=N1)C(F)(F)F N-(2-oxo-2-(4-(5-(trifluoromethyl)pyrimidin-2-yl)piperazin-1-yl)ethyl)-2-(6-oxo-5-(Trifluoromethyl)-1,6-dihydropyridazin-3-yl)acetamide